CN(CCOC=1C=CC(=C(C(=O)NC2(CC2)C2=C(C=CC=C2)CC)C1)C)C 5-(2-(Dimethylamino)ethoxy)-N-(1-(2-ethylphenyl)cyclopropyl)-2-methylbenzamide